ClC1=NC=CC(=C1)F 2-chloro-4-fluoropyridin